C(C)OC(=O)C1=CC(=CC=2SC3=CC=CC=C3C(C12)=O)C(C)(N1CCOCC1)C 1-ethoxycarbonyl-3-(1-methyl-1-morpholinylethyl)thioxanthone